2-Methyl-4-(7-methoyl-4-quinolyl)-phenol CC1=C(C=CC(=C1)C1=CC=NC2=CC(=CC=C12)C=O)O